BrC1=CC=C2C(C=C(N(C2=C1)C(C)C)C(=O)OCC)=O ethyl 7-bromo-1-isopropyl-4-oxo-1,4-dihydroquinoline-2-carboxylate